2-(4-azaspiro[2.5]oct-7-yl)-5-(2,8-dimethylimidazo[1,2-B]pyridazin-6-yl)-7-methyl-pyrazolo[4,3-B]pyridine C1CC12NCCC(C2)N2N=C1C(N=C(C=C1C)C=1C=C(C=3N(N1)C=C(N3)C)C)=C2